5-Hydroxy-2-methyl-N-(3-(naphthalen-1-yl)oxetan-3-yl)benzamide OC=1C=CC(=C(C(=O)NC2(COC2)C2=CC=CC3=CC=CC=C23)C1)C